({6-[(1,3-benzothiazol-2-yl)amino]-4,5-dimethylpyridazin-3-yl}amino)-5-(3-{4-[3-(dimethylamino)propyl]-2-fluorophenoxy}propyl)-1,3-thiazole-4-carboxylic acid S1C(=NC2=C1C=CC=C2)NC2=C(C(=C(N=N2)NC=2SC(=C(N2)C(=O)O)CCCOC2=C(C=C(C=C2)CCCN(C)C)F)C)C